FC1(C(C1)B1OC(C(O1)(C)C)(C)C)F 2-(2,2-difluorocyclopropyl)-4,4,5,5-tetramethyl-1,3,2-dioxaborolane